The molecule is an organic sodium salt that is a monosodium salt of holothurin A3 acid. Isolated from Holothuria scabra, it exhibits cytotoxic activity against human carcinoma cells. It has a role as a metabolite and an antineoplastic agent. It contains a holothurin A3(1-). C[C@@H]1[C@H]([C@@H]([C@H]([C@@H](O1)O[C@@H]2[C@H]([C@@H](CO[C@H]2O[C@H]3CC[C@]4([C@H](C3(C)C)CC[C@@H]5C4=C[C@@H](C67[C@]5(CC[C@@]6([C@](OC7=O)(C)C(=O)CCC(C)(C)O)O)C)O)C)OS(=O)(=O)[O-])O)O)O)O[C@H]8[C@@H]([C@H]([C@@H]([C@H](O8)CO)O)O[C@H]9[C@@H]([C@H]([C@@H]([C@H](O9)CO)O)OC)O)O.[Na+]